ethyl 1,5-dimethyl-1H-pyrazole-3-carboxylate CN1N=C(C=C1C)C(=O)OCC